4-((2-acetamidoethyl)(4-(5,6,7,8-tetrahydro-1,8-naphthyridin-2-yl)butyl)amino)-2-(quinazolin-4-ylamino)butanoic acid C(C)(=O)NCCN(CCC(C(=O)O)NC1=NC=NC2=CC=CC=C12)CCCCC1=NC=2NCCCC2C=C1